C1=CC=C(C=2SC3=C(C21)C=CC=C3)C=3C(=C(C=2C=CC1=CC=C(C=4C=CC3C2C41)NC4=CC=CC=C4)NC4=CC=CC=C4)C4=CC=CC1=C4SC4=C1C=CC=C4 bis(dibenzothiophen-4-yl)-N,N'-diphenyl-pyrene-1,6-diamine